furat O1C(=CC=C1)C(=O)[O-]